S1C(=CC=C1)C1=NC(=NC=C1)N 4-(2-thienyl)-2-aminopyrimidine